ClC1=CC(=CC(=C1)[N+](=O)[O-])[N+](=O)[O-] 1-chloro-3,5-dinitrobenzene